1-dodecyl-pyridine bromide salt [Br-].C(CCCCCCCCCCC)N1CC=CC=C1